Tri(ethoxy)vinylsilane C(C)OC(=C(OCC)OCC)[SiH3]